N-(5-cyclopropyl-1H-pyrazol-3-yl)-2-(1-(2-(difluoromethyl)thiazol-4-yl)-1H-pyrazol-4-yl)propanamide C1(CC1)C1=CC(=NN1)NC(C(C)C=1C=NN(C1)C=1N=C(SC1)C(F)F)=O